S1C=C(C=C1)C1=NC2=CC=CC=C2C(=N1)NCCO 2-((2-(thiophen-3-yl)quinazolin-4-yl)amino)ethan-1-ol